4-((5-(4-(tert-butoxycarbonyl) piperazin-1-yl) pyridin-2-yl) amino)-1,1-dimethyl-7-(1-methyl-1H-pyrrolo[2,3-b]pyridin-4-yl)-3-oxoisoindoline-2-carboxylate C(C)(C)(C)OC(=O)N1CCN(CC1)C=1C=CC(=NC1)NC1=C2C(N(C(C2=C(C=C1)C1=C2C(=NC=C1)N(C=C2)C)(C)C)C(=O)[O-])=O